FC(CCS(=O)C(C(=O)N)C)(F)F (3,3,3-trifluoropropyl)sulfinyl-propanamide